N2-(4-methoxy-3-(2-(pyrrolidin-1-yl)ethoxy)phenyl)-N4-(5-(tert-pentyl)-1H-pyrazol-3-yl)pyrimidine-2,4-diamine COC1=C(C=C(C=C1)NC1=NC=CC(=N1)NC1=NNC(=C1)C(C)(C)CC)OCCN1CCCC1